CN1C(=NC=C1C=1C(=NN(C1)C1=NC=C(C=C1)NC)C(F)(F)F)C(=O)NC1=CC(=C(C=C1)C(=O)N1CCN(CC1)C(=O)C1CCNCC1)C 1-methyl-5-[1-[5-(methylamino)-2-pyridyl]-3-(trifluoromethyl)pyrazol-4-yl]-N-[3-methyl-4-[4-(piperidine-4-carbonyl)piperazine-1-carbonyl]phenyl]imidazole-2-carboxamide